3-(5-(2-(dimethylamino)-pyrimidin-4-yl)-4-methylthiazol-2-yl)urea CN(C1=NC=CC(=N1)C1=C(N=C(S1)NC(N)=O)C)C